2-(4-{[(3R,5R)-5-fluoropiperidin-3-yl]amino}pyrrolo[1,2-d][1,2,4]triazin-1-yl)-5-(trifluoromethoxy)phenol F[C@@H]1C[C@H](CNC1)NC1=NN=C(C=2N1C=CC2)C2=C(C=C(C=C2)OC(F)(F)F)O